BrC1=CC=CC2=C1C=C(O2)C(=O)N[C@H](C(=O)NC=2C(N(C=CC2)CC(=O)NC2C1CC3CC(CC2C3)C1)=O)CCC(C(=O)NCC)=O (S)-2-(4-bromobenzofuran-2-carboxamido)-N6-ethyl-N1-(1-(2-(2-adamantylamino)-2-oxoethyl)-2-oxo-1,2-dihydropyridin-3-yl)-5-oxohexanediamide